CC1=CC(=NC(=C1)C(=O)O)C(=S)O 4-methylthiopyridin-2,6-dicarboxylic acid